(4-((5-fluoro-2-methoxybenzamido)methyl)phenyl)-2-(4-methoxybenzyl)-4-(1,4-dioxaspiro[4.5]dec-7-en-8-yl)-2H-pyrazolo[4,3-c]pyridine-7-carboxamide FC=1C=CC(=C(C(=O)NCC2=CC=C(C=C2)C=2N(N=C3C2C(=NC=C3C(=O)N)C3=CCC2(OCCO2)CC3)CC3=CC=C(C=C3)OC)C1)OC